2,2-dimethyl-1,2-dihydroquinoline-7-carbonitrile CC1(NC2=CC(=CC=C2C=C1)C#N)C